5-(4-(3-amino-5-ethynylpyridin-4-yl)-2-chloro-5-fluorobenzamido)-3-chloro-N-(2-(ethylthio)ethyl)picolinamide NC=1C=NC=C(C1C1=CC(=C(C(=O)NC=2C=C(C(=NC2)C(=O)NCCSCC)Cl)C=C1F)Cl)C#C